C(C)[C@H]1[C@H](NC([C@H]1F)=O)COC=1C=CC=C2C=C(C=3N(C12)C=C(N3)C)C(=O)N 9-(((2S,3S,4S)-3-Ethyl-4-fluoro-5-oxopyrrolidin-2-yl)methoxy)-2-methylimidazo[1,2-a]quinoline-4-carboxamide